5-phospho-alpha-D-ribose 1-diphosphate P(O)(=O)(OP(=O)(O)O)O[C@@H]1[C@H](O)[C@H](O)[C@H](O1)COP(=O)(O)O